tert-butyl-dimethyl-[2-(3-thienyl)ethoxy]Silane C(C)(C)(C)[Si](OCCC1=CSC=C1)(C)C